[Br-].C(=O)(O)CN1CC=CC=C1 N-carboxymethyl-pyridine bromide salt